ClC1=NC=C(C(=O)NC[C@H](C(C)(C)O)F)C(=C1)NC1CCC(CC1)C=1C=NN(C1)C 6-chloro-N-((R)-2-fluoro-3-hydroxy-3-methylbutyl)-4-(((1R,4R)-4-(1-methyl-1H-pyrazol-4-yl)cyclohexyl)amino)nicotinamide